ethyl (S)-3-amino-3-(4-methoxy-2',6'-dimethylbiphenyl-3-yl)propanoate N[C@@H](CC(=O)OCC)C=1C=C(C=CC1OC)C1=C(C=CC=C1C)C